CS(=O)(=O)N1C2(CC2)CN(CC1)C1=CC=C(C=N1)C1=NNC2=CC=CC=C12 3-[6-(4-methylsulfonyl-4,7-diazaspiro[2.5]oct-7-yl)-3-pyridinyl]-1H-indazole